C(#N)C1=C(SC2=C1CN(C(C2)C)CC2=C(C=CC(=C2)Cl)Cl)NC(CC2=CC=C(C=C2)S(N)(=O)=O)=O N-(3-Cyano-5-(2,5-dichlorobenzyl)-6-methyl-4,5,6,7-tetrahydrothieno[3,2-c]pyridin-2-yl)-2-(4-sulfamoylphenyl)acetamid